OC1=CC=C(C=C1)C(C(=O)OC)C1=CC=C(C=C1)O methyl bis-(4'-hydroxyphenyl)acetate